P(O)(O)N.[C@@H]1([C@H](O)[C@H](O)[C@@H](C)O1)N1C(=O)NC(=O)C=C1 5'-deoxyuridine phosphoramidite